6-(3-fluorophenyl)-N-(1-methyl-3-(pyridin-2-yl)-1H-pyrazol-4-yl)picolinamide FC=1C=C(C=CC1)C1=CC=CC(=N1)C(=O)NC=1C(=NN(C1)C)C1=NC=CC=C1